C=C1C=C2C(=NC=CC=C2)C=C1 7-methylenebenzo[b]azepin